azabicyclo[3.1.1]heptane-3-carboxylate N12CC(CC(C1)C2)C(=O)[O-]